(1r,4S)-N-((S)-1-(4-bromophenyl)-2,2,2-trifluoroethyl)-4-methoxycyclohexane-1-carboxamide BrC1=CC=C(C=C1)[C@H](C(F)(F)F)NC(=O)C1CCC(CC1)OC